1-ethyl-2-(6-(trifluoromethyl)pyridin-3-yl)-2,8-diazaspiro[4.5]decan-3-one hydrochloride Cl.C(C)C1N(C(CC12CCNCC2)=O)C=2C=NC(=CC2)C(F)(F)F